ClC1=CC=C(C=C1)C(CNC)NC 1-(4-chlorophenyl)-N',N-dimethyl-ethane-1,2-diamine